C1(CCCC1)N1N=C(C=C1C1=C(C=CC=C1OC)OC)C(=O)N[C@H](CC1=NN=NN1)CCN1CCCCC1 1-cyclopentyl-5-(2,6-dimethoxyphenyl)-N-[(2S)-4-(piperidin-1-yl)-1-(1H-1,2,3,4-tetrazol-5-yl)butan-2-yl]-1H-pyrazole-3-carboxamide